(4-acryloyl-6-(trifluoromethyl)morpholin-2-yl)-6-chloro-6'-fluoro-N-methyl-[2,4'-bipyridine]-2'-carboxamide C(C=C)(=O)N1CC(OC(C1)C(F)(F)F)C=1C(=NC(=CC1)Cl)C1=CC(=NC(=C1)F)C(=O)NC